Cl.Cl.N[C@H](COC1=C(C=2C=C(C=NC2C=C1)F)C(=O)OCC1=CC=CC=C1)CC1=CC=CC=C1 Benzyl (S)-6-(2-amino-3-phenylpropoxy)-3-fluoroquinoline-5-carboxylate dihydrochloride